C(C)(C)(C)OC(=O)N1CCC=2C=NC(=CC21)C(N)=O tert-butyl-6-carbamoyl-2,3-dihydropyrrolo[3,2-c]pyridine-1-carboxylate